ClC=1C=NC(=NC1)OC=1C(=C(C#N)C=CC1)C(CCC(F)(F)F)=O 3-(5-chloropyrimidin-2-yl)oxy-2-(4,4,4-trifluorobutanoyl)benzonitrile